Methyl (2Z)-2-{2-(acetyloxy)-1-[4-bromo-3-(trifluoromethyl)phenyl]ethylidene}hydrazine-1-carboxylate C(C)(=O)OC\C(\C1=CC(=C(C=C1)Br)C(F)(F)F)=N/NC(=O)OC